ClC1=CC2=C(S1)C1(CC(NC(C1)C=1N=NN(C1)C)C)OCC2(O)C(F)F 2-chloro-4-(difluoromethyl)-2'-methyl-6'-(1-methyltriazol-4-yl)spiro[5H-thieno[2,3-c]pyran-7,4'-piperidine]-4-ol